O=C1OC=C(C=C1)C(=O)OC methyl 2-oxo-2H-pyran-5-carboxylate